m-xylylenediamine phosgene salt C(=O)(Cl)Cl.C1(=CC(=CC=C1)CN)CN